CC1=CC=C(CN2C(C3=C(C=4C=CC=NC24)CCN(C3)CC3=CC(=CC=C3)C#N)=O)C=C1 6-(4-Methylbenzyl)-3-(3-cyanobenzyl)-2,3,4,6-tetrahydropyrido[3,4-c][1,8]naphthyridine-5(1H)-one